(5-(cyclopropylmethoxy)pyridin-2-yl)-2-((s)-3-(6-oxo-1,6-dihydropyridin-3-yl)piperidin-1-yl)propanamide C1(CC1)COC=1C=CC(=NC1)C(C(=O)N)(C)N1C[C@@H](CCC1)C1=CNC(C=C1)=O